Cl.FC(C1(CC2(CNC2)C1)OC)F 6-(Difluoromethyl)-6-methoxy-2-azaspiro[3.3]heptane hydrochloride